ClC1=C(C(=CC(=C1)Cl)Cl)B(O)O 2,4,6-TRICHLOROPHENYLBORONIC ACID